C(C)C(C(O)(O)CCCC)(CCC)CC diethylbutylpentanediol